1-(4-(benzo[d][1,3]dioxol-5-yl(pyridin-3-yl)amino)piperidine-1-carbonyl)-1H-benzo[d][1,2,3]triazole-5-carbonitrile O1COC2=C1C=CC(=C2)N(C2CCN(CC2)C(=O)N2N=NC1=C2C=CC(=C1)C#N)C=1C=NC=CC1